pyrrolochroman O1CCCC2=CC=C3C(=C12)C=CN3